2-(4-isobutylphenyl)propionyl-methansulfonamide C(C(C)C)C1=CC=C(C=C1)C(C(=O)CS(=O)(=O)N)C